(2R)-2-{[7-bromo-2-(1-methyl-1H-pyrazol-4-yl)[1,2,4]triazolo[1,5-c]quinazolin-5-yl]amino}-1-(piperazin-1-yl)propan-1-one hydrochloride Cl.BrC1=CC=CC=2C=3N(C(=NC12)N[C@@H](C(=O)N1CCNCC1)C)N=C(N3)C=3C=NN(C3)C